C(CCCCCCC\C=C\C\C=C/CCCCC)OC(CCCCCCCCCCCCCC)=O pentadecanoic acid trans-linoleyl ester